ClC=1N(N=C2C(=CC=CC12)[N+](=O)[O-])C 3-chloro-2-methyl-7-nitro-2H-indazole